1-(10-(1-(2-Aminopyridin-3-yl)ethyl)-4-fluoro-2-(((S)-1-methylpyrrolidin-2-yl)methoxy)-9,10-dihydro-8H-7-oxa-1,3,6,10-tetraazacyclohepta[de]naphthalen-5-yl)isoquinolin-3-amine NC1=NC=CC=C1C(C)N1CCOC2=NC(=C(C=3N=C(N=C1C23)OC[C@H]2N(CCC2)C)F)C2=NC(=CC3=CC=CC=C23)N